COC1=CC=C(CN(S(=O)(=O)C=2C(=C(C=CC2S(=O)(=O)C)C2=CC=C(C=C2)C2CCN(CC2)C(=O)OC(C)(C)C)C2=NN=NN2CC2=CC=C(C=C2)OC)CC2=CC=C(C=C2)OC)C=C1 tert-Butyl 4-(3'-(N,N-bis(4-methoxybenzyl)sulfamoyl)-2'-(1-(4-methoxybenzyl)-1H-tetrazol-5-yl)-4'-(methylsulfonyl)-[1,1'-biphenyl]-4-yl)piperidine-1-carboxylate